4-methyl-N-[(S)-(fluoromethyl)oxidophenyl-λ4-sulfanylidene]benzenesulfonamide CC1=CC=C(C=C1)S(=O)(=O)N=[S@](C1=C(C=CC=C1)CF)[O-]